2-(3-{5-[(R)-(1,3-dimethyl-azetidin-3-yl)-hydroxy-(4-isopropyl-phenyl)-methyl]-pyridin-3-yl}-[1,2,4]Oxadiazol-5-yl)-2,2-difluoro-ethanol CN1CC(C1)(C)[C@@](C=1C=C(C=NC1)C1=NOC(=N1)C(CO)(F)F)(C1=CC=C(C=C1)C(C)C)O